METHYL (2R)-2-((3S)-6'-CHLORO-5-(CYCLOBUTYLMETHYL)-3',4,4',5-TETRAHYDRO-2'H-SPIRO[1,5-BENZOXAZEPINE-3,1'-NAPHTHALEN]-7-YL)-4-(METHYLAMINO)-4-OXOBUTANOATE ClC=1C=C2CCC[C@@]3(C2=CC1)COC1=C(N(C3)CC3CCC3)C=C(C=C1)[C@H](C(=O)OC)CC(=O)NC